5-FORMYL-3,4-DIMETHYL-1H-PYRROLE-2-CARBONITRILE C(=O)C1=C(C(=C(N1)C#N)C)C